C(#N)C(C)(C)C=1C=C(C(=NC1)C(=O)OC)SCC methyl 5-(1-cyano-1-methyl-ethyl)-3-ethylsulfanyl-pyridine-2-carboxylate